(3Z)-3-decenyl-magnesium iodide C(C\C=C/CCCCCC)[Mg]I